ClC1=C(C=CC=C1C1=C(C(=NC=C1)C1=CC(=C(C=C1)CNC[C@@H]1NC(CC1)=O)OC)Cl)NC=1C(=C(CNC[C@H]2CCC(N2)=O)C=CC1)OC (R)-5-(((3-((2-chloro-3-(3-chloro-2-(3-methoxy-4-(((((R)-5-oxopyrrolidin-2-yl)methyl)amino)methyl)phenyl)pyridin-4-yl)phenyl)amino)-2-methoxybenzyl)amino)methyl)pyrrolidin-2-one